tert-butyl (2R,4R)-4-cyano-2-(hydroxymethyl)pyrrolidine-1-carboxylate C(#N)[C@@H]1C[C@@H](N(C1)C(=O)OC(C)(C)C)CO